CN1C(N(C(C(=C1)C(=O)NC1=CC=C(C=C1)OC1=CC(=NC=2N1N=CC2)C)=O)C2=CC=C(C=C2)F)=O 1-methyl-3-(4-fluorophenyl)-N-(4-((5-methylpyrazolo[1,5-a]pyrimidine-7-yl)oxy)phenyl)-2,4-dioxo-1,2,3,4-tetrahydropyrimidine-5-carboxamide